(S)-2-(3-cyclopropyl-1-isopropyl-4-oxo-1,4-dihydro-5H-pyrazolo[3,4-d]pyridazin-5-yl)-N-(1-(4-(trifluoromethoxy)phenyl)ethyl)acetamide zinc-iron-tin [Sn].[Fe].[Zn].C1(CC1)C1=NN(C=2C=NN(C(C21)=O)CC(=O)N[C@@H](C)C2=CC=C(C=C2)OC(F)(F)F)C(C)C